O1CCC=2C1=NC=C(C2)C(=O)N 2,3-dihydrofuro[2,3-b]pyridine-5-carboxamide